2-Amino-9-((2R,3R,5S)-3-hydroxy-5-((R)-2,2,2-trifluoro-1-hydroxyethyl)tetrahydrofuran-2-yl)-7-(prop-2-yn-1-yl)-7,9-dihydro-1H-purine-6,8-dione NC=1NC(C=2N(C(N(C2N1)[C@@H]1O[C@@H](C[C@H]1O)[C@H](C(F)(F)F)O)=O)CC#C)=O